4-cyano-4-[(dodecylthiocarbonyl)sulfanyl]pentanol C(#N)C(CCCO)(C)SC(=S)CCCCCCCCCCCC